CC1(OCC(CO1)C1=NN(C(=C1)C)C1=CC=C(C=C1)OC(F)(F)F)C 3-(2,2-dimethyl-1,3-dioxan-5-yl)-5-methyl-1-[4-(trifluoromethoxy)phenyl]pyrazole